2,2,2-trifluoro-N-[2-nitro-4-(trifluoromethyl)phenyl]acetamide FC(C(=O)NC1=C(C=C(C=C1)C(F)(F)F)[N+](=O)[O-])(F)F